alpha-amino-4-vinyl-phenylacetic acid NC(C(=O)O)C1=CC=C(C=C1)C=C